ditriphenylphosphine palladium (II) [Pd+2].C1(=CC=CC=C1)P(C1=CC=CC=C1)C1=CC=CC=C1.C1(=CC=CC=C1)P(C1=CC=CC=C1)C1=CC=CC=C1